tert-butyl N-[3-[(4-methylbenzenesulfonyl)oxy]propyl]carbamate CC1=CC=C(C=C1)S(=O)(=O)OCCCNC(OC(C)(C)C)=O